FC1=NC(C2=NC=NC2=N1)(N)N 2-fluoro-6-amino-adenine